3-((6-bromo-2-methylquinolin-3-yl)amino)propanoic acid BrC=1C=C2C=C(C(=NC2=CC1)C)NCCC(=O)O